O[C@@H]1C[C@H]2C[C@H]([C@@H]1C2)C(=O)OC |r| rac-methyl (1S,2R,4R,6R)-6-hydroxybicyclo[2.2.1]heptane-2-carboxylate